The molecule is zwitterionic form of O-(1->4)-alpha-L-dihydrostreptosylstreptidine 6-phosphate arising from transfer of two protons from the phosphate to the guanidino groups; major species at pH 7.3. It is a tautomer of an O-(1->4)-alpha-L-dihydrostreptosylstreptidine 6-phosphate. C[C@H]1[C@@]([C@H]([C@@H](O1)O[C@@H]2[C@H]([C@@H]([C@H]([C@@H]([C@H]2O)OP(=O)([O-])[O-])[NH+]=C(N)N)O)[NH+]=C(N)N)O)(CO)O